9-[(4-Fluorophenyl)methyl]-6-phenylsulfanylpurine FC1=CC=C(C=C1)CN1C2=NC=NC(=C2N=C1)SC1=CC=CC=C1